(S)-N-(5-(2-(1-cyclopropylethyl)-4-(morpholine-4-carbonyl)-3-oxo-2,3-dihydro-1H-pyrrolo[3,4-c]pyridin-6-yl)-4-methylthiazol-2-yl)acetamide C1(CC1)[C@H](C)N1C(C=2C(=NC(=CC2C1)C1=C(N=C(S1)NC(C)=O)C)C(=O)N1CCOCC1)=O